ClC(C(=O)O)(F)F CHLORODIFLUOROACETIC ACID